2-chlorobenzo[d]oxazole-6-formonitrile ClC=1OC2=C(N1)C=CC(=C2)C#N